FC1(CCC(CC1)[C@@H](C(=O)NC1=CC=C(C=C1)C=1C(=[N+](C=CC1C)[O-])C)NC(=O)C=1C(=NOC1)C)F (S)-3-(4-(2-(4,4-difluorocyclohexyl)-2-(3-methylisoxazole-4-carboxamido)acetamido)phenyl)-2,4-dimethylpyridine 1-oxide